4-(1,1-dimethyl-2-((1E,3E,5E)-6-(N-phenylacetamido)hexa-1,3,5-trienyl)-1H-benzo[e]indole-3-yl)butan CC1(C(N(C=2C=CC3=C(C12)C=CC=C3)CCCC)\C=C\C=C\C=C\N(C(C)=O)C3=CC=CC=C3)C